3-(3-Butoxyphenyl)-5-methyl-pyrazol-4-ol C(CCC)OC=1C=C(C=CC1)C1=NNC(=C1O)C